O[C@@H]1CC[C@H](CC1)NC(C)=O N-(trans-4-hydroxycyclohexyl)acetamide